C(C)(=O)N1CCN(CC1)C1CCN(CC1)C1=C(C=C(C(=C1)OC)NC1=NC=NC(=C1)N1OCC[C@@H]1C1=C(C=CC(=C1)F)F)NC(C=C)=O N-(2-(4-(4-acetylpiperazine-1-yl)piperidine-1-yl)-5-((6-((R)-3-(2,5-difluorophenyl)-isoxazolidine-2-yl)pyrimidine-4-yl)amino)-4-methoxyphenyl)acrylamide